(1R,2S,5S)-3-(O-tert-butyl-N-(2,2,2-trifluoroacetyl)-L-threonyl)-6,6-dimethyl-3-azabicyclo[3.1.0]hexane-2-carboxylic acid C(C)(C)(C)O[C@@H]([C@H](NC(C(F)(F)F)=O)C(=O)N1[C@@H]([C@H]2C([C@H]2C1)(C)C)C(=O)O)C